CCCCCCCCCCCCCCCCCC(=O)O[C@H](COC(=O)CCCCCCCCCCCCCCC)COP(=O)([O-])OCC[N+](C)(C)C The molecule is a phosphatidylcholine 34:0 in which the 1- and 2-acyl groups are specified as hexadecanoyl (palmitoyl) and octadecanoyl (stearoyl) respectively. It has a role as a mouse metabolite. It derives from a hexadecanoic acid and an octadecanoic acid.